6-Chloro-3-[(1R)-1-[2-[2-(2-hydroxyethyl)imidazo[1,2-a]pyridin-6-yl]-3,6-dimethyl-4-oxo-chromen-8-yl]ethoxy]pyridine-2-carboxamide ClC1=CC=C(C(=N1)C(=O)N)O[C@H](C)C=1C=C(C=C2C(C(=C(OC12)C=1C=CC=2N(C1)C=C(N2)CCO)C)=O)C